FC1=C(C(=O)N[C@H](C(=O)OC)CC2=C3CCCOC3=C(C=C2)C=2C(N(C(=CC2C)C)C)=O)C(=CC(=C1)N[C@@H](C(F)(F)F)C)F methyl (S)-2-(2,6-difluoro-4-(((R)-1,1,1-trifluoropropan-2-yl)amino) benzamido)-3-(8-(1,4,6-trimethyl-2-oxo-1,2-dihydropyridin-3-yl)chroman-5-yl)propanoate